2-(4-chlorophenyl)-4-[[1-methyl-1-phenylethylsulfonyl]oxy]-5-amino-3(2H)-furanone ClC1=CC=C(C=C1)C1OC(=C(C1=O)OS(=O)(=O)C(C)(C1=CC=CC=C1)C)N